2,2'-bis(benzo[h]quinolin-2-yl)-9,9'-spirobifluorene N1=C(C=CC2=CC=C3C(=C12)C=CC=C3)C3=CC=1C2(C4=CC=CC=C4C1C=C3)C3=CC=CC=C3C=3C=CC(=CC32)C3=NC2=C1C(=CC=C2C=C3)C=CC=C1